tert-butyl 3-(3,5-dichloro-4-(morpholine-4-carbonyl)phenylamino)azetidine-1-carboxylate ClC=1C=C(C=C(C1C(=O)N1CCOCC1)Cl)NC1CN(C1)C(=O)OC(C)(C)C